COC=1C=C(C=CC1OC)C=1C(=NN2C1N=C(N=C2NCC2=CC(=CC=C2)S(=O)(=O)C)C)C 8-(3,4-dimethoxyphenyl)-2,7-dimethyl-N-[(3-methylsulfonylphenyl)methyl]pyrazolo[1,5-a][1,3,5]triazin-4-amine